2-pentyl acetate Ethyl-Butynoate C(C)OC(C#CC)=O.C(C)(=O)OC(C)CCC